FC1=C(C=C(C=C1)C(C)C)C1=CC(=CN=N1)NC1=CC=NC2=CC(=CC=C12)OCCN1CCN(CC1)C N-{6-[2-fluoro-5-(propan-2-yl)phenyl]pyridazin-4-yl}-7-[2-(4-methylpiperazin-1-yl)ethoxy]quinolin-4-amine